ethyl (S)-2-(4-((6-((1-(3-isopropylphenyl)ethyl)carbamoyl)-1,2-dimethyl-1H-indol-3-yl)methyl)phenoxy)-2-methylpropanoate C(C)(C)C=1C=C(C=CC1)[C@H](C)NC(=O)C1=CC=C2C(=C(N(C2=C1)C)C)CC1=CC=C(OC(C(=O)OCC)(C)C)C=C1